[Ti+4].CC1(N=NC(=C1)C)C(=O)[O-].CC1(N=NC(=C1)C)C(=O)[O-].C(C)[N-]CC.C(C)[N-]CC Bis(diethylamide) bis(3,5-dimethylpyrazolate) titanium